N1=CC(=CC=C1)C(S(=O)(=O)C1=CC=C(C)C=C1)[N+]#[C-] 1-PYRIDIN-3-YL-1-TOSYLMETHYL ISOCYANIDE